2-(2-cyclohexylethyl)-8-(4-hexylphenyl)anthra[1,2-b:5,6-b']dithiophene C1(CCCCC1)CCC1=CC2=C(S1)C1=CC=3C=CC4=C(SC(=C4)C4=CC=C(C=C4)CCCCCC)C3C=C1C=C2